FC1=C(C=CC(=C1)F)[C@@](CC(=O)NC1(CC1)C1=C(C(=CC=C1)OCC(F)(F)F)F)(C)O (S)-3-(2,4-difluorophenyl)-N-(1-(2-fluoro-3-(2,2,2-trifluoroethoxy)phenyl)cyclopropyl)-3-hydroxybutanamide